Chlorodifluoromethan ClC(F)F